NC1=C(C(=NC=2N1N=C(C2C)C)NCC2=NN(C=C2)C(CO)(C)C)C#N 7-amino-5-(((1-(1-hydroxy-2-methylpropan-2-yl)-1H-pyrazol-3-yl)methyl)amino)-2,3-dimethylpyrazolo[1,5-a]pyrimidine-6-carbonitrile